FC=1C=C2C(=C(NC2=C(C1)F)C1=CC=C(C=C1)F)C1=NN=C(O1)C(=O)NC1(CCC1)CO 5-[5,7-difluoro-2-(4-fluorophenyl)-1H-indol-3-yl]-N-[1-(hydroxymethyl)cyclobutyl]-1,3,4-oxadiazole-2-carboxamide